C1(=CC=CC2=CC=CC=C12)C(=O)C1=NC(=C2N1C=CC=C2)C2=CC=CC=C2 naphthalen-1-yl(1-phenylimidazo[1,5-a]pyridin-3-yl)methanone